ethyl (2,3-bis(oleoyloxy) propyl) phosphate P(=O)(OCC)(OCC(COC(CCCCCCC\C=C/CCCCCCCC)=O)OC(CCCCCCC\C=C/CCCCCCCC)=O)[O-]